COC1(COC1)C#C[Si](C)(C)C (3-methoxyoxetan-3-ylethynyl)trimethylsilane